(E)-2-Tridecyl-2-heptadecenal C(CCCCCCCCCCCC)/C(/C=O)=C\CCCCCCCCCCCCCC